17-((benzyloxy)carbonyl)-4,13,21-trioxo-3,7,10,24,27,30-hexaoxa-14,17,20-triazatritriacontan-33-oic acid C(C1=CC=CC=C1)OC(=O)N(CCNC(CCOCCOCCC(OCC)=O)=O)CCNC(CCOCCOCCOCCC(=O)O)=O